vinyl-butyrate C(=C)OC(CCC)=O